P(=O)(O)(O)P([O-])([O-])=O phosphono-phosphonate